COC=1N=C(C=C2C1NC=C2)C 7-Methoxy-5-methyl-1H-pyrrolo[2,3-c]pyridine